(1R)-2-[4-(1,3-benzoxazol-2-yl)-5-hydroxy-1-methyl-6-oxopyrimidin-2-yl]-1-phenyl-3,4-dihydro-1H-isoquinoline-7-carboxamide O1C(=NC2=C1C=CC=C2)C=2N=C(N(C(C2O)=O)C)N2[C@@H](C1=CC(=CC=C1CC2)C(=O)N)C2=CC=CC=C2